9,10-dihydro-8H-thieno[2',3',4',5':4,5]phenanthro[2,1-b]pyrrole 4,4-dioxide C1=CC=C2C=3C=4C(=CC=5N=CCC5C4CCC13)S2(=O)=O